N-[3-(5-bromo-1H-pyrrolo[2,3-b]pyridine-3-carbonyl)-2,4-difluoro-phenyl]-3-fluoro-pyrrolidine-1-sulfonamide BrC=1C=C2C(=NC1)NC=C2C(=O)C=2C(=C(C=CC2F)NS(=O)(=O)N2CC(CC2)F)F